3-(2-(diisopropylamino)ethyl)-1H-indol-4-ol C(C)(C)N(CCC1=CNC=2C=CC=C(C12)O)C(C)C